3-(5-cyclopropoxypyridin-2-yl)-N-(5-(piperazin-1-yl)pyridin-2-yl)-1,2,4-thiadiazol-5-amine C1(CC1)OC=1C=CC(=NC1)C1=NSC(=N1)NC1=NC=C(C=C1)N1CCNCC1